N=1N=CN2C=NC(=CC21)OC2=C(C=C(C=C2)C2(NC=NC1=CC=C(C=C21)N)N)C 4-(4-([1,2,4]Triazolo[4,3-c]Pyrimidin-7-yloxy)-3-methylphenyl)quinazoline-4,6-diamine